N-(4-(6-fluoro-3,4-dihydroisoquinolin-2(1H)-yl)-2-(3-fluorooxetan-3-yl)-6-methylphenyl)-3,3-dimethylbutyramide FC=1C=C2CCN(CC2=CC1)C1=CC(=C(C(=C1)C)NC(CC(C)(C)C)=O)C1(COC1)F